BrC1=CC=C(C=C1)C1(CSC1)NC(OCC1=CC=CC=C1)=O benzyl N-[3-(4-bromophenyl)thietan-3-yl]carbamate